O(C1=CC=CC=C1)C1=CC=C(C(=O)NN)C=C1 2-(4-phenoxybenzoyl)hydrazine